6-(3-isopropyl-5-(piperidin-4-yl)-1H-indol-2-yl)imidazo[1,2-b]pyridazine C(C)(C)C1=C(NC2=CC=C(C=C12)C1CCNCC1)C=1C=CC=2N(N1)C=CN2